CN(CCN1N=CC=C1C(=O)N[C@H](C(NC1=CC2=C(C=N1)C1(CCOCC1)C(N2)=O)=O)C2CCC(CC2)C)C 2-[2-(Dimethylamino)ethyl]-N-{(1S)-1-(4-methylcyclohexyl)-2-oxo-2-[(2-oxospiro[1H-pyrrolo-[3,2-c]pyridine-3,4'-oxane]-6-yl)amino]ethyl}pyrazole-3-carboxamide